C(NCC(O)C1=CC(O)=C(O)C=C1)CNCC(O)C1=CC(O)=C(O)C=C1 biadrenaline